4-bromo-5-methoxy-N-methyl-2-nitrobenzamide BrC1=CC(=C(C(=O)NC)C=C1OC)[N+](=O)[O-]